6-bromonicotinaldehyde BrC1=NC=C(C=O)C=C1